ClC1=CC(=C(C=C1Cl)P(C)(C)=O)NC1=NC(=NC=C1Cl)NC1=C(C=C(C(=C1)CC)N1CCC2(CC(C2)N(C)C)CC1)OC (4,5-dichloro-2-((5-chloro-2-((4-(2-(dimethylamino)-7-azaspiro[3.5]non-7-yl)-5-ethyl-2-methoxyphenyl)amino)pyrimidin-4-yl)amino)phenyl)dimethylphosphine oxide